C(C)(C)(C)OC(=O)N1CCOC2(C1)CNCCC2.CC([C@H](C)NC(=O)C2=NNC(=C2)C=2C=C(C=CC2)C=2OC(=CN2)C(=O)NC(CC)CC)(C)C (S)-2-(3-(3-((3,3-dimethylbut-2-yl)carbamoyl)-1H-pyrazol-5-yl)phenyl)-N-(pentan-3-yl)oxazole-5-carboxamide tert-Butyl-1-oxa-4,8-diazaspiro[5.5]undecane-4-carboxylate